5-chloro-N-(2,4-difluoro-3-(2-((2-hydroxyethyl)amino)quinazolin-6-yl)phenyl)-2-methoxypyridine-3-sulfonamide ClC=1C=C(C(=NC1)OC)S(=O)(=O)NC1=C(C(=C(C=C1)F)C=1C=C2C=NC(=NC2=CC1)NCCO)F